(1s,2r)-2-[[4-[2-hydroxy-4-(trifluoromethyl)phenyl]phthalazin-1-yl]amino]cycloheptanol OC1=C(C=CC(=C1)C(F)(F)F)C1=NN=C(C2=CC=CC=C12)N[C@H]1[C@H](CCCCC1)O